FC(C1=NN=C(O1)C1=C(C=C(CN2N=C(N=N2)C=2C=C(C(=O)N)C=CC2)C=C1)F)F 3-(2-(4-(5-(difluoromethyl)-1,3,4-oxadiazol-2-yl)-3-fluorobenzyl)-2H-tetrazol-5-yl)benzamide